O1CCOC=C1 (3S)-2,3-dihydro[1,4]dioxin